4-(((Z)-5-((Z)-5-fluoro-2-oxoindoline-3-ylidene)-4-oxo-3-phenyl-thiazolidin-2-ylidene)amino)benzenesulphonamide FC=1C=C2/C(/C(NC2=CC1)=O)=C/1\C(N(/C(/S1)=N/C1=CC=C(C=C1)S(=O)(=O)N)C1=CC=CC=C1)=O